ClC=1C=CC(=C(C1)C1=CC(=C(N=N1)N(CC1(C(OCC1)=O)C)C)NC1=CC(=NC=C1)NC(CCN1CCN(CC1)C)=O)F N-(4-{[6-(5-chloro-2-fluorophenyl)-3-{methyl-[(3-methyl-2-oxooxolan-3-yl)methyl]amino}pyridazin-4-yl]amino}pyridin-2-yl)-3-(4-methylpiperazin-1-yl)propanamide